C12COCC(N(C1)C=1C3=C(N=C(N1)OC[C@]14CCCN4C[C@@H](C1)F)C(=C(N=C3)C3=CC(=CC1=CC=C(C(=C31)C#C)F)O)F)C2 4-(4-(3-oxa-6-azabicyclo[3.2.1]octan-6-yl)-8-fluoro-2-(((2R,7aS)-2-fluorotetrahydro-1H-pyrrolizin-7a(5H)-yl)methoxy)pyrido[4,3-d]pyrimidin-7-yl)-5-ethynyl-6-fluoronaphthalen-2-ol